OCC(CNC(C1=CC=C(C=C1)NC1=NC=C(C(=N1)NCC=1C(=NC=CC1)N(S(=O)(=O)C)C)C(F)(F)F)=O)(C)C N-(3-hydroxy-2,2-dimethylpropyl)-4-({4-[({2-[methyl(methylsulfonyl)amino]pyridin-3-yl}methyl)amino]-5-(trifluoromethyl)pyrimidin-2-yl}amino)benzamide